(R)-1-(5-chloro-3-fluoro-pyridin-2-yl)-4-(4-(difluoromethyl)benzyl)-3-(oxetan-3-yl)piperazine-2,5-dione ClC=1C=C(C(=NC1)N1C([C@H](N(C(C1)=O)CC1=CC=C(C=C1)C(F)F)C1COC1)=O)F